2,6-diethyl-4-methyl-bromophenol C(C)C1=C(C(=CC(=C1Br)C)CC)O